n-hexyl senecioate C(C=C(C)C)(=O)OCCCCCC